2-(PIPERIDIN-1-YL)BUTANAL N1(CCCCC1)C(C=O)CC